C(C)(C)(C)[S@@](=O)N[C@@H](CC(=O)OCC)C1=CC(=CC=C1)OC(F)(F)F ethyl (S)-3-(((R)-tert-butylsulfinyl)amino)-3-(3-(trifluoromethoxy) phenyl)propanoate